3-isothiocyanatopropene N(=C=S)CC=C